3-(2-amino-[1,2,4]triazolo[1,5-a]pyridin-7-yl)-6-chloro-N-(2,2-difluoro-3-hydroxy-3-(m-tolyl)propyl)-2-fluorobenzamide NC1=NN2C(C=C(C=C2)C=2C(=C(C(=O)NCC(C(C=3C=C(C=CC3)C)O)(F)F)C(=CC2)Cl)F)=N1